C(C1=CC=CC=C1)N1C[C@H](C[C@H]1CO)NC(OC(C)(C)C)=O tert-butyl ((3S,5S)-1-benzyl-5-(hydroxymethyl)pyrrolidin-3-yl)carbamate